2,4-di-tert-butylphenoxide C(C)(C)(C)C1=C([O-])C=CC(=C1)C(C)(C)C